6-hydroxy-3,4-dihydro-naphthalen-1(2H)-one OC=1C=C2CCCC(C2=CC1)=O